C(C)(C)(C)C1=C(OCC2CN(C2)C(CC(=O)O)=O)C=CC=C1 3-(3-[(2-tert-butylphenoxy)methyl]azetidin-1-yl)-3-oxopropanoic acid